CC(C(=O)N)C(C)C 2,3-Dimethylbutyramide